COP(=O)(OC)O.C=C=C allene dimethyl-phosphate